ClC=1C(=NC(=NC1)NC1=CC2=C(B(OC2)O)C=C1)SC 5-((5-chloro-4-(methylthio)pyrimidin-2-yl)amino)benzo[c][1,2]oxaborol-1(3H)-ol